FC=1C=CC2=C(NC(=N2)C(N2C(C3=CC=CC=C3C2)=O)C2=C(C=CC=C2)OC)C1 2-((6-fluoro-1H-benzo[d]imidazol-2-yl)(2-methoxyphenyl)methyl)isoindolin-1-one